ClC1=CC(=CC=2N=C(OC21)C=2C(=C(C=CC2)C2=C(C(=CC=C2)NC(=O)C=2N(C1=C(CN(CC1)C)N2)C)C)C)CN(CCC(=O)O)C 3-(((7-chloro-2-(3'-(1,5-dimethyl-4,5,6,7-tetrahydro-1H-imidazo[4,5-c]pyridine-2-carboxamido)-2,2'-dimethylbiphenyl-3-yl)benzo[d]oxazol-5-yl)methyl)(methyl)amino)propanoic acid